5-(pyrimidin-2-yl)-1,3,4-oxathiazol-2-one N1=C(N=CC=C1)C1=NSC(O1)=O